NC1CN(C1)C(=O)C1=CC(=C(C=C1)C1=CC=C2C(=CC=NC2=C1)NC=1C=CC2=C(N=CS2)C1)F (3-aminoazetidin-1-yl)(4-(4-(benzo[d]thiazol-5-ylamino)quinolin-7-yl)-3-fluorophenyl)methanone